NC(COC1=C(C=CC=C1)CN1CC(N(C(C1)C)C(C(C)C)=O)C(=O)NCC1=CC=C(C=C1)C=1OC=CC1)=O 4-{[2-(2-amino-2-oxoethoxy)phenyl]methyl}-N-{[4-(furan-2-yl)phenyl]methyl}-6-methyl-1-(2-methylpropanoyl)piperazine-2-carboxamide